N-ethyl-2-(5-(5-(3-fluorophenyl)-1,2,4-oxadiazol-3-yl)-2-oxopyridin-1(2H)-yl)acetamide C(C)NC(CN1C(C=CC(=C1)C1=NOC(=N1)C1=CC(=CC=C1)F)=O)=O